CC1=C(C=CC(=C1C=1N=CN(C1)C)NCC1=CC=C(C=C1)C(F)(F)F)S(=O)(=O)N methyl-3-(1-methyl-1H-imidazol-4-yl)-4-((4-(trifluoromethyl)benzyl)amino)benzenesulfonamide